ClC1=NC=CC(=C1)CC(=O)O 2-(2-chloro-4-pyridyl)acetic acid